(S,E)-N-(5-fluoro-2-methoxybenzylidene)-2-methylpropane-2-sulfinamide FC=1C=CC(=C(\C=N\[S@@](=O)C(C)(C)C)C1)OC